C(#N)C1=CC=C(C(=O)NC2(CCC2)C2=CC=C(C=C2)C=2C=NC(=CC2)OC(F)F)C=C1 4-cyano-N-(1-(4-(6-(difluoromethoxy)pyridin-3-yl)phenyl)cyclobutyl)benzamide